(3S)-4-amino-N-((2-amino-1,3-thiazol-5-yl)methyl)-3-methyl-N-((5-(trifluoromethyl)-2-pyridinyl)methyl)-1,3-dihydrofuro[3,4-c]quinoline-8-carboxamide NC1=NC=2C=CC(=CC2C2=C1[C@@H](OC2)C)C(=O)N(CC2=NC=C(C=C2)C(F)(F)F)CC2=CN=C(S2)N